O=C1NC(CCC1C=1C=C2CCNCC2=CC1)=O 6-(2,6-DIOXOPIPERIDIN-3-YL)-1,2,3,4-TETRAHYDROISOQUINOLINE